(3r,6r)-1,1-difluorospiro[2.5]octan-6-amine hydrochloride Cl.FC1(CC12CCC(CC2)N)F